1-(4-nitrophenyl)-3-(pyridin-4-ylmethyl)urea [N+](=O)([O-])C1=CC=C(C=C1)NC(=O)NCC1=CC=NC=C1